N,N'-diphenyl-N,N'-bis(3-methylphenyl)[1,1'-biphenyl]-4,4'-diamine C1(=CC=CC=C1)N(C1=CC=C(C=C1)C1=CC=C(C=C1)N(C1=CC(=CC=C1)C)C1=CC=CC=C1)C1=CC(=CC=C1)C